FC(OC=1C=C(C=C(C1)F)C1=CC(=C(C=C1)C1=CCN(CC1)CC(=O)O)NS(=O)(=O)C1=CC(=CC=C1)C(F)(F)F)F 2-(4-(3'-(difluoromethoxy)-5'-fluoro-3-(3-(trifluoromethyl)benzenesulfonylamino)biphenyl-4-yl)-5,6-dihydropyridin-1(2H)-yl)acetic acid